5-bromo-2-chloro-6-fluoro-3,4-dihydropyrrolo[2,1-f][1,2,4]triazine BrC=1C(=CN2N=C(NCC21)Cl)F